C1(=CC=CC=C1)C(C(=O)O)CC=C.O1C(NCC1)=O (2-oxazolidinone) 2-phenyl-4-pentenoate